7-[4-(trifluoromethyl)phenoxy]-1,2,3,4-tetrahydroisoquinoline HCl salt Cl.FC(C1=CC=C(OC2=CC=C3CCNCC3=C2)C=C1)(F)F